9,9-bis(carboxyethyl)fluorene tert-Butyl-9-formyl-3,5-dihydro-2H-pyrido[3,4-f][1,4]oxazepine-4-carboxylate C(C)(C)(C)OC(=O)N1CCOC2=C(C1)C=NC=C2C=O.C(=O)(O)CCC2(C1=CC=CC=C1C=1C=CC=CC21)CCC(=O)O